FC(C1=NN=C(O1)C=1C=CC(=NC1)CN1N=NC(=C1)C=1C=C(C=CC1)NC(C(C)(C)C)=O)F N-(3-(1-((5-(5-(difluoromethyl)-1,3,4-oxadiazol-2-yl)pyridin-2-yl)methyl)-1H-1,2,3-triazol-4-yl)phenyl)trimethylacetamide